CNC(=O)C1(NC=NC(=C1)C)[2H] N,6-dimethylpyrimidine-4-carboxamide-4-d